(S)-4-(4-acryloylpiperazin-1-yl)-7-(8-methylnaphthalen-1-yl)-N-(1-methylpyrrolidin-3-yl)-5,6,7,8-tetrahydro-1,7-naphthyridine-2-carboxamide C(C=C)(=O)N1CCN(CC1)C1=CC(=NC=2CN(CCC12)C1=CC=CC2=CC=CC(=C12)C)C(=O)N[C@@H]1CN(CC1)C